FC(C(O)C1=C(NC2=CC=CC=C12)C1=CC=CC=C1)F 2,2-difluoro-1-(2-phenyl-1H-indol-3-yl)ethane-1-ol